FC=1C=CC2=C3N(N=C2C1)C=NC(=C3)NC3CCNCC3 7-fluoro-N-(piperidin-4-yl)pyrimido[1,6-b]indazol-3-amine